2-allyl-6-((1,3-dimethylisoindol-5-yl)amino)-1-(6-(2-hydroxypropan-2-yl)pyridin-2-yl)-1,2-dihydro-3H-pyrazolo[3,4-d]pyrimidin-3-one C(C=C)N1N(C2=NC(=NC=C2C1=O)NC1=CC2=C(NC(=C2C=C1)C)C)C1=NC(=CC=C1)C(C)(C)O